tert-butyl 4-(5-chloro-4-(3-((2-(imidazo[1,2-a]pyridin-3-yl)propan-2-yl)(methyl)carbamoyl)azetidin-1-yl)pyrimidin-2-yl)-3,3-dimethylpiperazine-1-carboxylate ClC=1C(=NC(=NC1)N1C(CN(CC1)C(=O)OC(C)(C)C)(C)C)N1CC(C1)C(N(C)C(C)(C)C1=CN=C2N1C=CC=C2)=O